benzyl N-(2-aminoethyl)-N-((((bis(benzyloxy)phosphoryl)oxy)methoxy)carbonyl)glycinate NCCN(CC(=O)OCC1=CC=CC=C1)C(=O)OCOP(=O)(OCC1=CC=CC=C1)OCC1=CC=CC=C1